hexabromocyclodecane C1CCCC(C(C(CCC1)(Br)Br)(Br)Br)(Br)Br